[Cl-].C(C)N1CN(C=C1)CC 1-ethyl-3-ethylimidazole chloride